COC=1C=C2CCN(CC2=CC1NC=1N=CC2=C(N1)N(C(C=C2)=O)C2=CC=CC=C2)C 2-((6-Methoxy-2-methyl-1,2,3,4-tetrahydroisoquinolin-7-yl)amino)-8-phenylpyrido[2,3-d]pyrimidin-7(8H)-one